2-(2,2-bis(5-(((Octylthio)methyl)thio)pentyl)-1,3-dioxolan-4-yl)-N,N-dimethyl-ethan-1-amine C(CCCCCCC)SCSCCCCCC1(OCC(O1)CCN(C)C)CCCCCSCSCCCCCCCC